(4-(chlorosulfonyl)benzyl)triethylphosphonium bromide [Br-].ClS(=O)(=O)C1=CC=C(C[P+](CC)(CC)CC)C=C1